(S)-Dimethyl(1-Phenylpropan-2-Yl)Phosphoramidate CC([C@H](CC1=CC=CC=C1)NP([O-])([O-])=O)C